1-(methylsulfonyl)-1H-pyrrole-3-carboxamide CS(=O)(=O)N1C=C(C=C1)C(=O)N